ClC1=NC(=C2C(=N1)N(N=C2CC)C2CC2)NCC2=CC=C(C=C2)F 6-chloro-1-cyclopropyl-3-ethyl-N-(4-fluorobenzyl)-1H-pyrazolo[3,4-d]pyrimidin-4-amine